1-methyl-2-(1-methyl-vinyl)ferrocene C[C-]1C(=CC=C1)C(=C)C.[CH-]1C=CC=C1.[Fe+2]